C(#N)C1=CC(=C(C=C1)[C@@H]1OC2=C(OC1)C=CC=C2C2CCN(CC2)C(=O)OC(C)(C)C)F tert-Butyl (S)-4-(3-(4-cyano-2-fluorophenyl)-2,3-dihydrobenzo[b][1,4]dioxin-5-yl)piperidine-1-carboxylate